C1(=CC(=CC=C1)CN1C(C=CC1=O)=O)CN1C(C=CC1=O)=O 1,1'-(benzene-1,3-diyldimethandiyl)bis(1H-pyrrole-2,5-dione)